methyl (3R)-4-[[2-benzyloxy-2-oxo-1-[4-(trifluoromethyl)-3-pyridyl]ethyl]-(4-cyclopropyl-2-fluoro-phenyl)carbamoyl]morpholine-3-carboxylate C(C1=CC=CC=C1)OC(C(C=1C=NC=CC1C(F)(F)F)N(C(=O)N1[C@H](COCC1)C(=O)OC)C1=C(C=C(C=C1)C1CC1)F)=O